C(C)(=O)N1CCN(CC1)C1=NC2=C(C=C(C=C2C(N1C)=O)C)[C@@H](C)NC1=CC=CC=C1 (R)-2-(4-Acetylpiperazin-1-yl)-3,6-dimethyl-8-(1-(phenylamino)ethyl)quinazolin-4(3H)-one